CC1(OB(OC1(C)C)C1=CC2=CC=CC=C2C(=C1)C1=CC=2C3(C4=CC=CC=C4C2C=C1)CCCCC3)C 4,4,5,5-tetramethyl-2-(4-(spiro[cyclohexane-1,9'-fluoren]-2'-yl)naphthalen-2-yl)-1,3,2-dioxaborolane